2-(2-Chlorophenyl)-N-{3-sulfamoyl-4-[2-(trifluoromethyl)-1,3-thiazol-5-yl]phenyl}acetamide ClC1=C(C=CC=C1)CC(=O)NC1=CC(=C(C=C1)C1=CN=C(S1)C(F)(F)F)S(N)(=O)=O